CC1=C(C=O)C=CC=C1C 2,3-dimethylbenzaldehyde